OCN1N=C(N=C1)C(=O)OC methyl 1-hydroxymethyl-1,2,4-triazole-3-carboxylate